FC=1C=C(CN2C(=NC3=NC=C(C=C32)N3C=CC=2N=CN=C(C23)OC(F)F)NC)C=C(C1)F 1-(3,5-difluorobenzyl)-6-(4-(difluoromethoxy)-5H-pyrrolo[3,2-d]pyrimidin-5-yl)-N-methyl-1H-imidazo[4,5-b]pyridin-2-amine